6-(3,5-difluorophenyl)-1-[(5-methyl-3-pyridyl)methyl]-3H-imidazo[4,5-b]pyridin-2-one FC=1C=C(C=C(C1)F)C=1C=C2C(=NC1)NC(N2CC=2C=NC=C(C2)C)=O